5-methyloxazolidin-2-one CC1CNC(O1)=O